6-(((1-isopropyl-1H-1,2,3-triazol-4-yl)(pyridin-3-yl)methylYl)amino)quinoline-3-carbonitrile C(C)(C)N1N=NC(=C1)C(C=1C=NC=CC1)=NC=1C=C2C=C(C=NC2=CC1)C#N